C(C)C1=C(N=C(O1)C1=CC=C(C=C1)OC)CCOC=1C=C2CC[C@H](C2=CC1)CC(=O)[O-].[Na+] Sodium (S)-2-(5-(2-(5-ethyl-2-(4-methoxyphenyl)oxazol-4-yl)ethoxy)-2,3-dihydro-1H-inden-1-yl)acetate